Perfluorovinyl cyanide FC(=C(F)F)C#N